dimethyl-imidazole cobalt nitrate [N+](=O)([O-])[O-].[Co+2].CC1=C(N=CN1)C.[N+](=O)([O-])[O-]